C(C)(C)C1=C(OC=2C(=NC(=NC2)NCC(F)(F)F)N)C=C(C(=C1)OC)OC 5-(2-Isopropyl-4,5-dimethoxy-phenoxy)-N*2*-(2,2,2-trifluoro-ethyl)-pyrimidine-2,4-diamine